FC1=CC=C(C=C1)NC1=NC=C(C(=N1)N1C=C(C(=C1)C)C(=O)NC(CO)C1=CC=CC=C1)C 1-(2-((4-fluoro-phenyl)amino)-5-methylpyrimidin-4-yl)-N-(2-hydroxy-1-phenylethyl)-4-methyl-1H-pyrrole-3-carboxamide